C1(CC1)[C@]1(C(N(C[C@H]1C)C1=CC=C2N1C=C(C=N2)C=2C=NN(C2)C)=O)C#N (3R,4S)-3-cyclopropyl-4-methyl-1-(3-(1-methyl-1H-pyrazol-4-yl)pyrrolo[1,2-a]pyrimidin-6-yl)-2-oxopyrrolidine-3-carbonitrile